1-(1-Chloro-6,7-dihydro-5H-cyclopenta[c]pyridin-4-yl)ethan-1-ol ClC1=NC=C(C2=C1CCC2)C(C)O